C(N)(=N)C=1C=C(SC1)CNC(=O)[C@H]1N(C[C@]2(CCO2)C1)C(CNC(C1=CC=C(C=C1)OC1=CC=CC=C1)=O)=O (4R,7S)-N-((4-carbamimidoylthiophen-2-yl)methyl)-6-((4-phenoxybenzoyl)glycyl)-1-oxa-6-azaspiro[3.4]octane-7-carboxamide